(4R,4aS,6R,7R,7aR,12bS)-3-(Cyclopropylmethyl)-6-(2-hydroxy-3,3-dimethylbutan-2-yl)-9-methoxy-1,2,3,4,5,6-hexahydro-4a,7-ethano-4,12-methanobenzofuro[3,2-e]isoquinolin-7(7aH)-ol C1(CC1)CN1[C@H]2[C@@]34C[C@@H]([C@@]([C@H]5[C@]3(CC1)C1=C(O5)C(=CC=C1C2)OC)(CC4)O)C(C)(C(C)(C)C)O